2-furfuryl acetate CC(=O)OCC1=CC=CO1